(2S,3S,4R,5R)-N-ethyl-5-(2-(5-fluoropyridin-3-yl)-6-(((4-methylpyridin-2-yl)methyl)amino)-9H-purin-9-yl)-3,4-dihydroxyltetrahydrofuran-2-formamide C(C)NC(=O)[C@H]1O[C@H]([C@@H]([C@@H]1O)O)N1C2=NC(=NC(=C2N=C1)NCC1=NC=CC(=C1)C)C=1C=NC=C(C1)F